7-bromo-4,4a,9,9a-tetrahydroindeno[2,1-b][1,4]oxazin-3(2H)-one BrC1=CC=2CC3OCC(NC3C2C=C1)=O